COC1=CC=C(C=C1)C1=CC2=C(O1)C1=CC=CC=C1CC2 2-(4-methoxyphenyl)-4,5-dihydronaphtho[1,2-b]furan